Methyl-2-(3,4-dichlorophenyl)-5-[1-(phenylsulfonyl)-1H-pyrrolo[2,3-b]pyridin-4-yl]-1-{[2-(trimethylsilyl) ethoxy]methyl}-1H-pyrrole-3-carboxylate COC(=O)C1=C(N(C(=C1)C1=C2C(=NC=C1)N(C=C2)S(=O)(=O)C2=CC=CC=C2)COCC[Si](C)(C)C)C2=CC(=C(C=C2)Cl)Cl